(R)-2-(5-methyl-3-(piperidin-3-ylamino)-1,2,4-triazin-6-yl)-5-(trifluoromethyl)phenol CC=1N=C(N=NC1C1=C(C=C(C=C1)C(F)(F)F)O)N[C@H]1CNCCC1